CN1N=CC(=C1C1=NC=C(C=C1)C(F)(F)F)C1=CC=C2C(NN=C(C2=C1)CC1=C2C(NC(C2=CC=C1)=O)=O)=O ((7-(1-methyl-5-(5-trifluoromethylpyridin-2-yl)-1H-pyrazol-4-yl)-4-oxo-3,4-dihydrophthalazin-1-yl)methyl)isoindole-1,3-dione